C(CC1=CC=CC=C1)N1C(=NC2=C1C=CC=C2)C=2C=NC=CC2 1-Phenethyl-2-(pyridin-3-yl)-benzo[d]imidazole